tert-Butyl 4-(1-(1-(5-bromopyridin-2-yl)-2-(1-(difluoromethyl)-1H-pyrazol-3-yl)ethyl)-1H-pyrazol-4-yl)-3-fluorobenzoate BrC=1C=CC(=NC1)C(CC1=NN(C=C1)C(F)F)N1N=CC(=C1)C1=C(C=C(C(=O)OC(C)(C)C)C=C1)F